C(C=C)(=O)NC(C(C)C)S(=O)(=O)O.[Na] sodium acrylamido-2-methyl-propanesulfonic acid